FC=1C(=C(C=C(C1)F)CNC(=O)C=1C(=NC=C(C1)C=1C=CC=2N(N1)C=C(N2)NC(C)=O)C)O[C@@H]2COCC2 N-({3,5-difluoro-2-[(3S)-oxolan-3-yloxy]phenyl}methyl)-5-{2-acetamidoimidazo[1,2-b]pyridazin-6-yl}-2-methylpyridine-3-carboxamide